ClC1=C(C=CC=C1)[C@@H]1CCC=2N1N=C(N2)C(=O)O (S)-5-(2-chlorophenyl)-6,7-dihydro-5H-pyrrolo[1,2-b][1,2,4]triazole-2-carboxylic acid